O=C1C(=CN=C(N1CC(=O)O)C1=CC=CC=C1)NC(C1=CC=C(C=C1)C=1SC=CN1)=O 2-(6-oxo-2-phenyl-5-(4-(thiazol-2-yl)benzamido)pyrimidin-1(6H)-yl)acetic acid